4-(bromomethyl)-2-fluorobenzoic acid BrCC1=CC(=C(C(=O)O)C=C1)F